FC1=CC=C(C=C1)N(C(=O)[C@@H]1NCCC1)C (R)-N-(4-fluorophenyl)-N-methylpyrrolidine-2-carboxamide